[1-(hydroxymethyl)cyclopropyl]methyl (2R)-2-amino-3-[tert-butyl(dimethyl)silyl]oxy-propanoate N[C@@H](C(=O)OCC1(CC1)CO)CO[Si](C)(C)C(C)(C)C